4-4-bromo-1,2-dihydrobutylbenzene BrCCCCC1=CCCC=C1